CC(=CC[Sn](OCC)(OCC)OCC)C 3-methyl-2-buten-1-yltri(ethoxy)tin